N-{4-[1-(2,2-Dimethyl-propyl)-pyrrolidin-3-yl]-phenyl}-6-methyl-5-(4-pyridin-3-yl-pyrimidin-2-ylamino)-nicotinamide CC(CN1CC(CC1)C1=CC=C(C=C1)NC(C1=CN=C(C(=C1)NC1=NC=CC(=N1)C=1C=NC=CC1)C)=O)(C)C